The molecule is an inositol phosphodihydroceramide(1-) in which the N-acyl group is specified as icosanoyl; major species at pH 7.3. It is an inositol phosphodihydroceramide(1-) and an Ins-1-P-Cer-A 38:0(1-). It derives from a N-eicosanoylsphinganine. CCCCCCCCCCCCCCCCCCCC(=O)N[C@@H](COP(=O)([O-])OC1[C@@H]([C@H](C([C@H]([C@H]1O)O)O)O)O)[C@@H](CCCCCCCCCCCCCCC)O